(S)-N-(1''-(6-(cyclopentyl(hydroxy)methyl)picolinoyl)dispiro[cyclopropane-1,1'-cyclohexane-4',3''-indolin]-5''-yl)methanesulfonamide C1(CCCC1)[C@@H](C1=CC=CC(=N1)C(=O)N1CC2(C3=CC(=CC=C13)NS(=O)(=O)C)CCC1(CC2)CC1)O